tert-Butyl 2-(3,4-diamino-2-fluorophenyl)-4,4,4-trifluorobutanoate NC=1C(=C(C=CC1N)C(C(=O)OC(C)(C)C)CC(F)(F)F)F